2-(4-{4-[(3S)-3-methylpiperazine-1-carbonyl]-1,3-thiazol-2-yl}-1H-pyrazol-1-yl)pyrimidine methyl-3,6-dioxocyclohexane-1,4-diene-1-carboxylate COC(=O)C1=CC(C=CC1=O)=O.C[C@H]1CN(CCN1)C(=O)C=1N=C(SC1)C=1C=NN(C1)C1=NC=CC=N1